2-amino-1,4,5-trimethyl-1H-pyrrole-3-carboxylic acid ethyl ester C(C)OC(=O)C1=C(N(C(=C1C)C)C)N